NC=1C2=C(N=CN1)C(=NN2C2=CC=C(C(=O)NC1=NC=CC(=C1)C(F)(F)F)C=C2)C2CN(CCC2)C(C(C)C)=O 4-(7-amino-3-(1-isobutyrylpiperidin-3-yl)-1H-pyrazolo[4,3-d]pyrimidin-1-yl)-N-(4-(trifluoromethyl)pyridin-2-yl)benzamide